(3-tolyl)hydrazine C1(=CC(=CC=C1)NN)C